C=1(C(=CC=CC1)CO)CO benzene-1,2-dimethanol